C1(CC1)CN1C(C(CCC1=O)N1C(C2=CC=CC(=C2C1)NC(OC(C)(C)C)=O)=O)=O tert-butyl (2-(1-cyclopropylmethyl-2,6-dioxopiperidin-3-yl)-1-oxoisoindolin-4-yl)carbamate